(3-chlorobenzyl)-6-(3,5-dimethylisoxazol-4-yl)-2-(4-isopentylpiperazin-1-yl)Quinazolin-4-amine ClC=1C=C(CC2=C3C(=NC(=NC3=CC=C2C=2C(=NOC2C)C)N2CCN(CC2)CCC(C)C)N)C=CC1